(pyrrolidin-3-yl)piperidine-4-carboxamide N1CC(CC1)N1CCC(CC1)C(=O)N